4-(2-chlorophenyl)-N'-(4-methylphenyl)thiazole-2-hydrazide tert-butyl-(3RS)-3-({4-[(3-aminopyridin-2-yl)ethynyl]pyridin-3-yl}oxy)pyrrolidine-1-carboxylate C(C)(C)(C)OC(=O)N1C[C@@H](CC1)OC=1C=NC=CC1C#CC1=NC=CC=C1N.ClC1=C(C=CC=C1)C=1N=C(SC1)C(=O)NNC1=CC=C(C=C1)C |r|